BrC=1C=CC(N(C1)C)=O 5-bromo-1-methylpyridin-2(1H)-one